3,4-dioleoyl-butanoic acid C(CCCCCCC\C=C/CCCCCCCC)(=O)C(CC(=O)O)CC(CCCCCCC\C=C/CCCCCCCC)=O